6-Cyclopropyl-N-((3R,4S)-3-((S)-3-Methoxypiperidin-1-Yl)Chroman-4-Yl)-7H-Pyrrolo[2,3-D]Pyrimidin-4-Amine C1(CC1)C1=CC2=C(N=CN=C2N[C@@H]2[C@H](COC3=CC=CC=C23)N2C[C@H](CCC2)OC)N1